CS(=O)(=O)C1=CC=C(CNC(=O)C=2C(N(C(=C(C2)C=2N=C(SC2C)N)C)C2=CC(=CC=C2)C(F)(F)F)=O)C=C1 5-(2-amino-5-methyl-thiazol-4-yl)-6-methyl-2-oxo-1-(3-trifluoromethylphenyl)-1,2-dihydro-pyridine-3-carboxylic acid 4-methanesulfonyl-benzylamide